BrC=1C=C(C=CC1)[C@H](C(=O)N1CC2=C(N=C(NC2=O)C2(CC2)C2=CC(=CC=C2)Cl)CC1)O (R)-6-(2-(3-bromophenyl)-2-hydroxyacetyl)-2-(1-(3-chlorophenyl)cyclopropyl)-5,6,7,8-tetrahydropyrido[4,3-d]pyrimidin-4(3H)-one